C(C)(C)(C)C1CCC(CC1)O 4-tert-butylcyclohexan-1-ol